FCCCNCCOC1=CC(=NC=C1)[C@H]1N([C@@H](CC2=C1NC1=CC=CC=C21)C)CC(F)(F)F 3-fluoro-N-(2-((2-((1S,3R)-3-methyl-2-(2,2,2-trifluoroethyl)-2,3,4,9-tetrahydro-1H-pyrido[3,4-b]indol-1-yl)pyridin-4-yl)oxy)ethyl)propan-1-amine